FC=1C=C(C=NC1)C1=CC=CC=2N1N=CC2C(=O)N2CCCCC2 (7-(5-fluoropyridin-3-yl)pyrazolo[1,5-a]pyridin-3-yl)(piperidin-1-yl)methanone